FC(\C(\C=1N=C2N(C=C(C=C2)F)C1C)=N\O)(F)F (E)-N-(2,2,2-trifluoro-1-(6-fluoro-3-methylimidazo[1,2-a]pyridin-2-yl)ethylidene)hydroxylamine